Cl.N1=CC=C(C=C1)C1=CN=C(S1)N (5-pyridin-4-yl-thiazol-2-yl)-amine hydrochloride